(1R,2S,5S)-6,6-dimethyl-N-((S)-3-oxo-1-((S)-2-oxo-pyrrolidin-3-yl)-4-(trifluoromethoxy)butan-2-yl)-3-(3-(trifluoromethyl)-isoxazole-5-carbonyl)-3-azabicyclo[3.1.0]-hexane-2-carboxamide CC1([C@H]2CN([C@@H]([C@@H]12)C(=O)N[C@@H](C[C@H]1C(NCC1)=O)C(COC(F)(F)F)=O)C(=O)C1=CC(=NO1)C(F)(F)F)C